N-(4-(((R)-1-Hydroxy-4-methylpentan-2-yl)amino)-6-(2-(4-(trifluoromethyl)phenyl)propyl)-1,3,5-triazin-2-yl)methanesulfonamide OC[C@@H](CC(C)C)NC1=NC(=NC(=N1)CC(C)C1=CC=C(C=C1)C(F)(F)F)NS(=O)(=O)C